C(C)(=O)C1=CC2=C([N+](=C(N=[N+]2[O-])NCCC(=O)OC(C)C)[O-])C=C1 7-acetyl-3-((3-isopropoxy-3-oxopropyl)amino)benzo[e][1,2,4]triazine-1,4-dioxide